COC(=O)C=1C=C2C(=CC=NC2=CC1OCCN1CCN(CC1)C)NC1=C(N=NC(=C1)C1=C(C=CC(=C1)Cl)F)C Methyl-4-{[6-(5-Chloro-2-Fluorophenyl)-3-Methylpyridazin-4-yl]Amino}-7-[2-(4-Methylpiperazin-1-yl)Ethoxy]Chinolin-6-Carboxylat